triethylmethylammonium diiodosalicylate borate B([O-])([O-])[O-].IC=1C(=C(C(C(=O)[O-])=CC1)O)I.C(C)[N+](C)(CC)CC.C(C)[N+](CC)(CC)C.C(C)[N+](CC)(CC)C.C(C)[N+](CC)(CC)C